8-{4-carboxy-2,6-dimethoxyphenyl}-2,6-bis{4-[diphenylamino]phenyl}-4-phenyl-8H-phosphinino{3,2-b:5,6-b'}dithiophen-8-ylium P-oxide 2,2,2-trifluoroacetate FC(C(=O)[O-])(F)F.C(=O)(O)C1=CC(=C(C(=C1)OC)[C+]1C=2SC(=CC2P(C2=C1SC(=C2)C2=CC=C(C=C2)N(C2=CC=CC=C2)C2=CC=CC=C2)(C2=CC=CC=C2)=O)C2=CC=C(C=C2)N(C2=CC=CC=C2)C2=CC=CC=C2)OC